2-[3-(2-methylpyrazol-3-yl)propyl]isoindoline-1,3-dione CN1N=CC=C1CCCN1C(C2=CC=CC=C2C1=O)=O